FC(C(C(=O)OCC)=O)(F)F ethyl 3,3,3-trifluoropyruvate